ethyl 2-(5-(4-chlorophenyl)-10-methyl-9-oxo-9,10-dihydro-7H-dipyrido[3,2-c:3',4'-e]azepin-7-yl)acetate ClC1=CC=C(C=C1)C1=NC(C=2C(C3=C1C=CC=N3)=CN(C(C2)=O)C)CC(=O)OCC